C(C=CCCCCCC)=O 4-Trans-nonenal